3H-imidazo[4,5-b]Pyridine-5-carboxylate N1=CNC2=NC(=CC=C21)C(=O)[O-]